NN1C(N(C(C=C1C(F)(F)F)=O)C=1C(=CC(=C(C1)SC=1C(=NC=CC1)OCC(=O)OCCCC)Cl)F)=O n-butyl {[3-({5-[3-amino-2,6-dioxo-4-(trifluoromethyl)-3,6-dihydropyrimidin-1(2H)-yl]-2-chloro-4-fluorophenyl}sulfanyl)pyridin-2-yl]oxy}acetate